C(CCC)NSC=1SC2=C(N1)C=CC=C2 N-butyl-2-benzothiazolylsulfenamide